FC(CN1N=CC(=C1C)NC=1C(=NC(=C(N1)NC)C=1C2=C(C=NC1)N(C=N2)C)C(=O)N)F 3-[[1-(2,2-Difluoroethyl)-5-methyl-pyrazol-4-yl]amino]-5-(methylamino)-6-(3-methylimidazo[4,5-c]pyridin-7-yl)pyrazine-2-carboxamide